N-[(5-fluoro-2-methoxy-phenyl)-[5-(trifluoromethyl)-1-(2-trimethylsilyl-ethoxymethyl)imidazol-2-yl]methyl]-2-methyl-propane-2-sulfinamide FC=1C=CC(=C(C1)C(NS(=O)C(C)(C)C)C=1N(C(=CN1)C(F)(F)F)COCC[Si](C)(C)C)OC